C(CCCC)N(CCO)CCCCC N,N-dipentylethanolamine